N-([1,1'-biphenyl]-2-yl)-N-(9,9-dimethyl-9H-fluoren-3-yl)-11,11-diphenyl-11H-benzo[a]fluoren-9-amine C1(=C(C=CC=C1)N(C1=CC=C2C3=CC=C4C(=C3C(C2=C1)(C1=CC=CC=C1)C1=CC=CC=C1)C=CC=C4)C=4C=CC=1C(C2=CC=CC=C2C1C4)(C)C)C4=CC=CC=C4